4-[3-(dimethylamino)prop-1-ynyl]phenol CN(CC#CC1=CC=C(C=C1)O)C